4-(3-((2-(2,5-dimethylthiazol-4-yl)-8-methoxy-2,3-dihydrobenzo[b][1,4]dioxin-6-yl)methyl)-3H-imidazo[4,5-b]pyridin-6-yl)-2-methylbut-3-yn-2-amine CC=1SC(=C(N1)C1COC2=C(O1)C(=CC(=C2)CN2C=NC=1C2=NC=C(C1)C#CC(C)(N)C)OC)C